7-chloro-8-fluoro-5-[(2S)-2-(methylamino)butoxy]-2-methylsulfonyl-pyrido[4,3-d]pyrimidin-4-ol ClC1=C(C=2N=C(N=C(C2C(=N1)OC[C@H](CC)NC)O)S(=O)(=O)C)F